[(2R)-2,3-di(tetradecanoyloxy)propyl] 2-(trimethylazaniumyl)ethyl phosphate P(=O)(OC[C@@H](COC(CCCCCCCCCCCCC)=O)OC(CCCCCCCCCCCCC)=O)(OCC[N+](C)(C)C)[O-]